ClC=1C=C(C=CC1Cl)C=1CCNCC1 4-(3,4-dichlorophenyl)-1,2,3,6-tetrahydropyridine